NC=1C(=NC(=C(N1)F)C1=CC(=C(C=C1)C1CCOCC1)CN(C)CC)C=1C=C2C(CNC(C2=CC1)=O)(F)F 6-(3-amino-6-(3-((ethyl(methyl)amino)methyl)-4-(tetrahydro-2H-pyran-4-yl)phenyl)-5-fluoropyrazin-2-yl)-4,4-difluoro-3,4-dihydroisoquinolin-1(2H)-one